FC(C1=CC=C(C=C1)C1CN(C1)CC1=CC(=NC=C1)C=1C=C2CN(C(C2=CC1)=O)C1C(NC(CC1)=O)=O)F 3-(5-(4-((3-(4-(difluoromethyl)phenyl)azetidin-1-yl)methyl)pyridin-2-yl)-1-oxoisoindolin-2-yl)piperidine-2,6-dione